N-[4-(3-Cyanophenyl)-5-[2-(hydroxymethyl)-6-methyl-4-pyridyl]thiazol-2-yl]-2-oxa-6-azaspiro[3.3]heptan-6-carboxamid C(#N)C=1C=C(C=CC1)C=1N=C(SC1C1=CC(=NC(=C1)C)CO)NC(=O)N1CC2(COC2)C1